(R)-4,5,6,7-tetrahydrobenzo[D]thiazole-2,6-diamine S1C(=NC2=C1C[C@@H](CC2)N)N